C(#N)C=1C=C(CP(OCC)(OCC)=O)C=CC1 diethyl (3-cyanobenzyl)phosphonate